6-(2,4-dichlorophenyl)-N-(4-(4-ethylpiperazin-1-yl)-2-fluorophenyl)-8,9-dihydroimidazo[1',2':1,6]pyrido[2,3-d]pyrimidin-2-amine ClC1=C(C=CC(=C1)Cl)C1=CC2=C(N=C(N=C2)NC2=C(C=C(C=C2)N2CCN(CC2)CC)F)N2C1=NCC2